5-isobutyl-3-(3-methyl-4-((2-methyl-1H-imidazol-1-yl)methyl)phenyl)thiophene-2-sulfonamide 2-(2-thienylmethyl)-4-oxa-2,7,9-triazadodecan-12-oate S1C(=CC=C1)CN(C)COCCNCNCCC(=O)O.C(C(C)C)C1=CC(=C(S1)S(=O)(=O)N)C1=CC(=C(C=C1)CN1C(=NC=C1)C)C